BrC[C@H]1N(C(OC1)(C)C)C(=O)OC(C)(C)C tert-butyl (4S)-4-(bromomethyl)-2,2-dimethyl-1,3-oxazolidine-3-carboxylate